7-bromo-5-(2,2-dimethylpropylsulfonyl)-1-methyl-benzimidazole BrC1=CC(=CC2=C1N(C=N2)C)S(=O)(=O)CC(C)(C)C